FC1=C(C=CC=C1F)\C(\C(=O)OC)=N/O methyl (E)-2-(2,3-difluorophenyl)-2-(hydroxyimino)acetate